1-(4-((4-((4'-fluoro-3'-hydroxy-4-methoxy-[1,1'-biphenyl]-3-yl)amino)-7-methoxy-quinazolin-6-yl)oxy)piperidin-1-yl)prop-2-en-1-one FC1=C(C=C(C=C1)C1=CC(=C(C=C1)OC)NC1=NC=NC2=CC(=C(C=C12)OC1CCN(CC1)C(C=C)=O)OC)O